6-bromo-N'-(4-((tert-butyldimethylsilyl)oxy)-2-ethylphenyl)-4-((2-(trifluoromethyl)-cyclohexyl)amino)pyrrolo[1,2-b]pyridazine-3-carboximidamide BrC=1C=C2N(N=CC(=C2NC2C(CCCC2)C(F)(F)F)C(N)=NC2=C(C=C(C=C2)O[Si](C)(C)C(C)(C)C)CC)C1